3-((4-((4-(3-((2-((S)-1-hydroxyethyl)-1H-imidazol-1-yl)methyl)isoxazol-5-yl)phenyl)ethynyl)benzyl)amino)tetrahydrothiophene 1,1-dioxide O[C@@H](C)C=1N(C=CN1)CC1=NOC(=C1)C1=CC=C(C=C1)C#CC1=CC=C(CNC2CS(CC2)(=O)=O)C=C1